C(C1=C(C(=CC(=C1)C(C)(C)CC(C)(C)C)N1N=C2C(=N1)C=CC=C2)O)C2=C(C(=CC(=C2)C(C)(C)CC(C)(C)C)N2N=C1C(=N2)C=CC=C1)O 2,2'-methylene-bis(4-tert-octyl-(6-2H-benzotriazol-2-yl)phenol)